N1C(=CC2=CC=CC=C12)CN 1-(1H-indol-2-yl)methylamine